CC1=C(C=2N(C=C1C=1NC3=CC=C(C=C3C1C(C)C)C1CN(C1)CC(=O)N(C)C)N=CN2)C 2-(3-(2-(7,8-dimethyl-[1,2,4]triazolo[1,5-a]pyridin-6-yl)-3-isopropyl-1H-indol-5-yl)azetidin-1-yl)-N,N-dimethylacetamide